COC1=CC=C(CN2S(C(CC2)C[C@@H]2N(C(OC2)(C)C)C(=O)OC(C)(C)C)(=O)=O)C=C1 tert-butyl (4S)-4-((2-(4-methoxybenzyl)-1,1-dioxidoisothiazolidin-5-yl)methyl)-2,2-dimethyloxazolidine-3-carboxylate